ClC1=CC=C(C(=N1)S(=O)(=O)NC(NC)=O)N[C@H](C)C=1C=C(C=C2C(N(C(=NC12)N1CC2=CC=C(C=C2C1)F)C)=O)C (R)-6-chloro-3-((1-(2-(5-fluoroisoindolin-2-yl)-3,6-dimethyl-4-oxo-3,4-dihydroquinazolin-8-yl)ethyl)amino)-N-(methylcarbamoyl)pyridine-2-sulfonamide